OC(C)(C)[C@H]1CN(CC1)C1=NC=C(C(=C1)NC(C1=NC(=CC=C1)C=1C=NN(C1)C)=O)C (R)-N-(2-(3-(2-hydroxypropan-2-yl)pyrrolidin-1-yl)-5-methylpyridin-4-yl)-6-(1-methyl-1H-pyrazol-4-yl)picolinamide